C(C)OC=1C=2N(C=CC1C=1C=NNC1)N=C(N2)N[C@@H]2[C@@H](CN(CC2)C(=O)OC(C)(C)C)C tert-butyl (3R,4S)-4-((8-ethoxy-7-(1H-pyrazol-4-yl)-[1,2,4]triazolo[1,5-a]pyridin-2-yl) amino)-3-methylpiperidine-1-carboxylate